C1(CCCC1)C=[Si]=[Hf](C1C(=CC2=C(C=CC=C12)CC)CC)C1C(=CC2=C(C=CC=C12)CC)CC cyclopentylmethylenesilylene-bis(2,4-diethylinden-1-yl)hafnium